(1S,4S)-5-((R)-8-((1,3-dimethyl-1H-pyrazol-5-yl)sulfonyl)-8-azaspiro[4.5]decan-2-yl)-2-oxa-5-azabicyclo[2.2.1]heptane CN1N=C(C=C1S(=O)(=O)N1CCC2(CC[C@H](C2)N2[C@@H]3CO[C@H](C2)C3)CC1)C